bromocatechol BrC1=C(C(O)=CC=C1)O